C(=O)C1=CC=C(C=C1)C1=CC(=CC=C1)C=1N=C(SC1)NC(=O)[C@H]1N(CCC1)C(=O)C1=CN(C=C1)S(=O)(=O)C (S)-N-(4-(4'-formyl-[1,1'-biphenyl]-3-yl)thiazol-2-yl)-1-(1-(methylsulfonyl)-1H-pyrrole-3-carbonyl)pyrrolidine-2-carboxamide